ClC1=C(C(=O)N2COC3=C(C2)C=CC=C3C3=CC(=C(C(=O)O)C=C3F)N3C2COCC3CC2)C(=CC(=C1)N1CC2(C(C2)(F)F)C1)Cl 4-[3-[2,6-Dichloro-4-(2,2-difluoro-5-azaspiro[2.3]hexan-5-yl)benzoyl]-2,4-dihydro-1,3-benzoxazin-8-yl]-5-fluoro-2-(3-oxa-8-azabicyclo[3.2.1]oct-8-yl)benzoic acid